2-[(3R,4R)-4-[(3S)-3-(5-cyano-3-pyridyl)isoxazolidine-2-carbonyl]-3-fluoro-1-piperidyl]pyrimidine-4-carboxamide C(#N)C=1C=C(C=NC1)[C@H]1N(OCC1)C(=O)[C@@H]1[C@H](CN(CC1)C1=NC=CC(=N1)C(=O)N)F